(1s,2r)-2-((S)-5-chloro-8-(isoxazolo[5,4-b]pyridin-3-ylmethoxy)-1-((2-oxopyrrolidin-1-yl)methyl)-1,2,3,4-tetrahydroisoquinoline-2-carbonyl)-N-methylcyclohexane-1-carboxamide ClC1=C2CCN([C@@H](C2=C(C=C1)OCC1=NOC2=NC=CC=C21)CN2C(CCC2)=O)C(=O)[C@H]2[C@H](CCCC2)C(=O)NC